1-N'-(4-fluorophenyl)-1-N-[4-[7-[(E)-N-methoxy-C-methylcarbonimidoyl]quinolin-4-yl]oxyphenyl]cyclopropane-1,1-dicarboxamide FC1=CC=C(C=C1)NC(=O)C1(CC1)C(=O)NC1=CC=C(C=C1)OC1=CC=NC2=CC(=CC=C12)/C(=N/OC)/C